C(C)N1CC(C1)OC=1C=CC(=NC1)CO (5-((1-Ethylazetidin-3-yl)oxy)pyridin-2-yl)methanol